ethylhexyl Hydroxystearate CCCCCCC(CCCCCCCCCCC(=O)OCC(CC)CCCC)O